C1(CC1)NC(=O)N1C(C2=CC=C(C=C2C1)S(NC)(=O)=O)C(=O)NC1=CC=C(C=C1)C(C(F)(F)F)(C(F)(F)F)O N2-Cyclopropyl-N1-[4-(1,1,1,3,3,3-hexafluoro-2-hydroxypropan-2-yl)phenyl]-5-(methylsulfamoyl)-1,3-dihydro-2H-isoindol-1,2-dicarboxamid